C(CC)C(CC=C)=CC 4-n-propyl-1,4-hexadiene